5-[[2-(Ethylsulfonylamino)pyridin-4-yl]methyl]-2-(2-fluoro-4-iodoanilino)-1-methyl-6-oxopyridine-3-carboxamide C(C)S(=O)(=O)NC1=NC=CC(=C1)CC1=CC(=C(N(C1=O)C)NC1=C(C=C(C=C1)I)F)C(=O)N